N(=[N+]=[N-])C[C@@H]1[C@H]([C@H]([C@@H](O1)N1C=2N=C(NC(C2N=C1)=O)NC(C(C)C)=O)OC)O N-(9-((2R,3R,4R,5R)-5-(azidomethyl)-4-hydroxy-3-methoxytetrahydrofuran-2-yl)-6-oxo-6,9-dihydro-1H-purin-2-yl)isobutyramide